FC(C1=CC=CC(=N1)NC(=O)C1=CC2=CN(N=C2C=C1OC(C)C)[C@H]1COCC1)F (R)-N-(6-(difluoromethyl)pyridin-2-yl)-6-isopropoxy-2-(tetrahydrofuran-3-yl)-2H-indazole-5-carboxamide